FC=1C=C2C(=CN(C(C2=CC1F)=O)C)C(C)N(C(=O)C1NC2=CC=CC=C2C1)C N-(1-(6,7-difluoro-2-methyl-1-oxo-1,2-dihydroisoquinolin-4-yl)ethyl)-N-methylindoline-2-carboxamide